ClC=1C=C(C=C(C1)Cl)C=1N=CC=C2C(=C(C=NC12)NC(=O)[C@@H]1CCOC2=CC=CC=C12)N(C)C (4R)-N-[8-(3,5-Dichlorophenyl)-4-(dimethylamino)-1,7-naphthyridin-3-yl]chroman-4-carboxamid